(2S,3R,4R,5S)-1-(((1s,4S)-4-(2-fluoroprop-2-yl)cyclohexyl)methyl)-2-(hydroxymethyl)piperidine-3,4,5-triol FC(C)(C)C1CCC(CC1)CN1[C@H]([C@H]([C@@H]([C@H](C1)O)O)O)CO